ClC=1C=C(OC2CCC(CC2)NC(=O)C=2N=NC(=CC2)C#CC2CCC(CC2)=O)C=CC1C#N N-[4-(3-chloro-4-cyano-phenoxy)cyclohexyl]-6-[2-(4-oxocyclohexyl)ethynyl]pyridazine-3-carboxamide